COC(\C(=C\OC)\C1=C(C=CC=C1)OC1=CC(=CC=C1)OC(C(F)F)(F)F)=O.C(C)(=O)NC1=CC=CC=2N(C(NC21)=O)C2CCC(CC2)C(=O)NC=2C=C1C=NNC1=CC2 4-(4-acetamido-2-oxo-2,3-dihydro-1H-1,3-benzodiazol-1-yl)-N-(1H-indazol-5-yl)cyclohexane-1-carboxamide methyl-(E)-2-{2-[3-(1,1,2,2-tetrafluoroethoxy)phenoxy]phenyl}-3-methoxyacrylate